AMINO-PENTANOIC ACID NC(C(=O)O)CCC